C12(CC3CC(CC(C1)C3)C2)C=2C=C(C=CC2O[Si](C)(C)C(C)(C)C)C2=C(C=C(C=C2)C=CC(=O)OC)C=NOC Methyl 3-[3'-adamantan-1-yl-4'-(tert-butyl-dimethyl-silanyloxy)-2-methoxyiminomethyl-biphenyl-4-yl]-acrylate